di(3-n-propylphenyl) phosphonate P(OC1=CC(=CC=C1)CCC)(OC1=CC(=CC=C1)CCC)=O